ClCCOCOCCCl di(2-chloroethoxy)methane